COC(C1CCN(CC1)C1=NOC(=C1)[C@@H](C(=O)N1[C@@H](C[C@H](C1)O)C(=O)N[C@@H](C)C1=CC=C(C=C1)C=1N(N=CC1)C)C(C)C)OC (2S,4R)-1-[(2S)-2-[3-[4-(dimethoxymethyl)-1-piperidinyl]isoxazol-5-yl]-3-methyl-butyryl]-4-hydroxy-N-[(1S)-1-[4-(2-methylpyrazol-3-yl)phenyl]ethyl]pyrrolidine-2-carboxamide